O[C@H]1C[C@@H]2CC[C@H]3[C@@H]4CC[C@H](C(CO)=O)[C@]4(CC([C@@H]3[C@]2(CC1)C)=O)C 3a,21-dihydroxy-5a-pregnane-11,20-dione